N[S@](=NC(CC=1C(=C2COCC2=CC1C(C)C)C(C)C)=O)(=O)C1=NN(C=C1)C(C)C (R)-N-(amino(1-isopropyl-1H-pyrazol-3-yl)(oxo)-λ6-sulfaneylidene)-2-(4,6-diisopropyl-1,3-dihydroisobenzofuran-5-yl)acetamide